5-((2,6-dioxopiperidin-3-yl)amino)nicotinaldehyde O=C1NC(CCC1NC=1C=NC=C(C=O)C1)=O